2-(3-(tert-butyl)-1H-pyrazol-1-yl)-N-(4,4-difluorocyclohexyl)-6-morpholinopyrimidin-4-amine C(C)(C)(C)C1=NN(C=C1)C1=NC(=CC(=N1)NC1CCC(CC1)(F)F)N1CCOCC1